(3-methoxy)-4-((4-ethylpiperazin-1-yl)methyl)-aniline COC=1C=C(N)C=CC1CN1CCN(CC1)CC